ClC=1C=C(COC2CCN(CC2)C(=O)N2N=C(C=C2)C(=O)OC(C)(C)C)C=C(C1)OC1=CC=C(C=C1)Cl tert-butyl 1-(4-((3-chloro-5-(4-chlorophenoxy) benzyl) oxy) piperidine-1-carbonyl)-1H-pyrazole-3-carboxylate